ClC=1C=C2C=C(NC2=CC1OCC=1N=CSC1)CNC(=O)C1(CC1)C N-((5-chloro-6-(thiazol-4-ylmethoxy)-1H-indol-2-yl)methyl)-1-methylcyclopropane-1-carboxamide